COC1=CC=C(CN(C2=NC(=NN3C2=NC=C3C(O)C3=NC=CC=C3)OCCCC)CC3=CC=C(C=C3)OC)C=C1 (4-(bis(4-methoxybenzyl)amino)-2-butoxyimidazo[2,1-f][1,2,4]triazin-7-yl)(pyridin-2-yl)methanol